1-(1-(4-Hydroxyphenyl)-2,5-dimethyl-1H-pyrrol-3-yl)-2-(4-hydroxy-piperidin-1-yl)ethanone OC1=CC=C(C=C1)N1C(=C(C=C1C)C(CN1CCC(CC1)O)=O)C